4-fluoro-2-(prop-1-yn-1-yl)pyridine FC1=CC(=NC=C1)C#CC